diisopropyl-1,3-propanediamine C(C)(C)C(CN)(CN)C(C)C